tert-butyl (S)-((1-(3-(2-fluorophenoxy)-6-iodo-2-(trifluoromethyl)phenyl)piperidin-3-yl)methyl)carbamate FC1=C(OC=2C(=C(C(=CC2)I)N2C[C@@H](CCC2)CNC(OC(C)(C)C)=O)C(F)(F)F)C=CC=C1